2-[5-(3-chloro-2-piperazin-1-yl-6-quinolyl)-1,2,4-oxadiazol-3-yl]ethanamine dihydrochloride Cl.Cl.ClC=1C(=NC2=CC=C(C=C2C1)C1=NC(=NO1)CCN)N1CCNCC1